Phenylurethane CCOC(=O)NC1=CC=CC=C1